(S)-1-((6-cyano-5-(trifluoromethyl)pyridin-3-yl)amino)-3-((6-cyanopyridin-3-yl)oxy)-2-methyl-1-oxopropane-2-ylnicotinate C(#N)C1=C(C=C(C=N1)NC([C@@](COC=1C=NC(=CC1)C#N)(C)OC(C1=CN=CC=C1)=O)=O)C(F)(F)F